Cl.Cl.NCCCCN(C(CCC(=O)OC1CCC2C3CCC4CCCC4C3C(C=C2C1)[C@H](C)CCCC(C)C)=O)CCCN 7-((R)-6-methylheptan-2-yl)-2,3,4,7,8,9,10,11,12,13,14,15,16,17-tetradecahydro-1H-cyclopenta[a]phenanthren-3-yl 4-((4-aminobutyl)(3-aminopropyl)amino)-4-oxobutanoate dihydrochloride